(2S)-N-chloroacetyl-2-cyanotetrahydropyrrole ClCC(=O)N1[C@@H](CCC1)C#N